COC=1N=C2C(=CC=NC2=CC1OC)OC1=C(C=C(C=C1)NC(=O)C=1C(C(=C(N2C1COCC2)C)C2=CC=C(C=C2)F)=O)F N-[4-[(6,7-dimethoxy-1,5-naphthyridin-4-yl)oxy]-3-fluorophenyl]-7-(4-fluorophenyl)-6-methyl-8-oxo-3,4-dihydro-1H-pyrido[2,1-c][1,4]oxazine-9-carboxamide